4-[(3S)-3-(3-chlorophenoxy)pyrrolidin-1-yl]tetrahydropyran-4-carboxylic acid ClC=1C=C(O[C@@H]2CN(CC2)C2(CCOCC2)C(=O)O)C=CC1